Ethyl-1H-pyrazol-5-amine C(C)N1N=CC=C1N